FC1(OC2=C(O1)C=CC(=C2)N(C(=O)C=2C=C(C=CC2)N2N=C(C=1CCC[C@H](C21)OC2=NC=CC(=C2)C(=O)O)C(F)(F)F)C)F |o1:26| (R) or (S)-2-[[1-[3-[(2,2-difluoro-1,3-benzodioxol-5-yl)-methyl-carbamoyl]phenyl]-3-(trifluoromethyl)-4,5,6,7-tetrahydroindazol-7-yl]oxy]pyridine-4-carboxylic acid